7-formyl-6-methyl-N-(5-(trifluoromethyl)pyridin-2-yl)-3,4-dihydro-1,8-naphthyridine-1(2H)-carboxamide C(=O)C1=C(C=C2CCCN(C2=N1)C(=O)NC1=NC=C(C=C1)C(F)(F)F)C